t-butyl (3aR,5s,6aS)-5-((3-(trifluoromethyl)benzyl)oxy)hexahydrocyclopenta[c]pyrrole-2(1H)-carboxylate FC(C=1C=C(COC2C[C@@H]3[C@@H](CN(C3)C(=O)OC(C)(C)C)C2)C=CC1)(F)F